8-(3-isopropyl-5-(1-(oxetan-3-yl)piperidin-4-yl)-1H-indol-2-yl)-[1,2,4]triazolo[1,5-a]pyridine C(C)(C)C1=C(NC2=CC=C(C=C12)C1CCN(CC1)C1COC1)C=1C=2N(C=CC1)N=CN2